methyl 3-(N-(2-(pyrrol-1-yl)-5-(trifluoromethyl)phenyl)sulfamoyl)-4-methoxybenzoate N1(C=CC=C1)C1=C(C=C(C=C1)C(F)(F)F)NS(=O)(=O)C=1C=C(C(=O)OC)C=CC1OC